N[C@@H](CS)C(=O)NCCCS(=O)(=O)O 3-(cysteinyl)amino-1-propanesulfonic acid